N1=C(N=CC2=C1C=1C=CC=CC1CO2)SCC(C(C)(C)C)=O 1-((6H-isochromeno[4,3-d]pyrimidin-2-yl)thio)-3,3-dimethylbutan-2-one